C1OCC12CCN(CC2)CC2=C1C(=NC(=C2)C=2C(=C3CN(C(C3=CC2)=O)C2C(NC(CC2)=O)=O)F)N(C=C1)C1CS(C1)(=O)=O 3-(5-(4-((2-oxa-7-azaspiro[3.5]nonan-7-yl)methyl)-1-(1,1-dioxidothietan-3-yl)-1H-pyrrolo[2,3-b]pyridin-6-yl)-4-fluoro-1-oxoisoindolin-2-yl)piperidine-2,6-dione